3-(2-(diisopropylamino)ethyl)-1H-indol-4-yl hydrogen sulfate S(=O)(=O)(OC1=C2C(=CNC2=CC=C1)CCN(C(C)C)C(C)C)O